4-(5-methyl-2-((1-(piperidin-4-yl)-1H-pyrazol-4-yl)amino)pyrimidin-4-yl)benzoic Acid CC=1C(=NC(=NC1)NC=1C=NN(C1)C1CCNCC1)C1=CC=C(C(=O)O)C=C1